(6S,9aS)-N-benzyl-6-(4-hydroxybenzyl)-4,7-bisoxo-2-((3-phenylisoxazol-5-yl)methyl)-8-(quinolin-5-ylmethyl)octahydro-1H-pyrazino[2,1-c][1,2,4]triazine-1-carboxamide C(C1=CC=CC=C1)NC(=O)N1N(CC(N2[C@@H]1CN(C([C@@H]2CC2=CC=C(C=C2)O)=O)CC2=C1C=CC=NC1=CC=C2)=O)CC2=CC(=NO2)C2=CC=CC=C2